ethyl α-cyanocinnamate C(#N)C(C(=O)OCC)=CC1=CC=CC=C1